ClC1=NC2=CC=CC=C2C(=N1)N1C2=CC=CC=C2C=2C=CC=CC12 9-(2-chloroquinazolin-4-yl)-9H-carbazole